N(C(C(=O)[O-])CC(=O)O)C(C(=O)[O-])CC(=O)[O-].[Na+].[Ca+2] Calcium sodium iminodisuccinate